O=C1N(N=C2N1CCCC2)CC2=NC=CC(=C2)C(F)(F)F (5S)-3-Oxo-2-{[4-(trifluoromethyl)pyridin-2-yl]methyl}-2,3,5,6,7,8-hexahydro[1,2,4]triazolo[4,3-a]pyridin